N(C1=CC=CC=C1)C1=NC(=NC(=N1)N(C)CCO)NC=1C=C(C(=CC1)C=CC=1C(=CC(=CC1)NC1=NC(=NC(=N1)NC1=CC=CC=C1)N(CCO)C)S(=O)(=O)[O-])S(=O)(=O)[O-].[Na+].[Na+] disodium 4,4'-bis{[4-anilino-6-(N-2-hydroxyethyl-N-methyl amino)-s-triazine-2-yl]-amino}-2,2'-stilbenedisulfonate